C1(CC1)CCC1=C(C(=NN1C=1SC=C(N1)C(=O)O)C=1C=C(C=CC1)C1=CC=C(C=C1)C(C)C)CC1=CC(=C(C=C1)S(N)(=O)=O)F 2-(5-(2-cyclopropylethyl)-4-(3-fluoro-4-sulfamoylbenzyl)-3-(4'-isopropyl-[1,1'-biphenyl]-3-yl)-1H-pyrazol-1-yl)thiazole-4-carboxylic acid